NC=1N=C(C=C2C=C(N=CC12)NC(=O)[C@H]1[C@H]([C@@H]1C=1C=NN(C1)C)C)C1=C(C=CC=C1C)F (1S,2S,3S)-N-[8-amino-6-(2-fluoro-6-methylphenyl)-2,7-naphthyridin-3-yl]-2-methyl-3-(1-methyl-1H-pyrazol-4-yl)cyclopropane-1-carboxamide